(3s,4r)-3-fluoro-4-hydroxypiperidine-1-carboxylic acid tert-butyl ester C(C)(C)(C)OC(=O)N1C[C@@H]([C@@H](CC1)O)F